N-benzyl-7-chloro-2-(methylthio)pyrido[4,3-d]pyrimidin-5-amine C(C1=CC=CC=C1)NC1=NC(=CC=2N=C(N=CC21)SC)Cl